ClC1=C(C=CC=C1F)[C@H]1C2(CC2)CCN1C=1C(=NC=CN1)C(=O)N[C@H](C)\C=C\S(=O)(=O)C ((R)-4-(2-Chloro-3-fluorophenyl)-5-azaspiro[2.4]heptan-5-yl)-N-((R,E)-4-(methylsulfonyl)but-3-en-2-yl)pyrazine-2-carboxamide